4,6-dichloro-1-cyclobutyl-1H-pyrazolo[3,4-d]pyrimidine ClC1=C2C(=NC(=N1)Cl)N(N=C2)C2CCC2